C(C)OC(=O)C=1N(C=C(C1C)C1(CC1)C=1C=NC(=CC1)C(F)(F)F)S(=O)(=O)C1=CC=C(C=C1)C 3-methyl-1-(4-methylbenzenesulfonyl)-4-(1-(6-(trifluoromethyl)pyridin-3-yl)cyclopropyl)-1H-pyrrole-2-carboxylic acid ethyl ester